(3R)-N-[5-(2-Chloro-6-methyl-4-pyridyl)-4-(3-cyanophenyl)thiazol-2-yl]-3-methylpiperazine-1-carboxamide ClC1=NC(=CC(=C1)C1=C(N=C(S1)NC(=O)N1C[C@H](NCC1)C)C1=CC(=CC=C1)C#N)C